FC=1C=CC2=C(CCO2)C1CN (5-FLUORo-2,3-DIHYDROBENZOFURAN-4-YL)METHANAMIN